dioleoyl-propyl-trimethyl-ammonium chloride [Cl-].C(CCCCCCC\C=C/CCCCCCCC)(=O)C([N+](C)(C)CCC)C(CCCCCCC\C=C/CCCCCCCC)=O